C(C)N(CC(=O)O)C(=O)OCC1C2=CC=CC=C2C=2C=CC=CC12 2-[ethyl-(9H-fluoren-9-ylmethoxycarbonyl)amino]acetic acid